(cyclohexylmethyl)(quinolin-8-yl)amine C1(CCCCC1)CNC=1C=CC=C2C=CC=NC12